2-[3-(4-bromophenyl)propyl]-1,4,7,10-tetraazacyclododecane BrC1=CC=C(C=C1)CCCC1NCCNCCNCCNC1